C1(=CC=CC=C1)C=1N=C(N(C1)COCC[Si](C)(C)C)C1COC2=CC=C(C=C2C1)O 3-[4-phenyl-1-(2-trimethylsilylethoxymethyl)imidazol-2-yl]Chroman-6-ol